ClC=1C=C2C(=NC(=NC2=C(C1C=1C(=CC=C2C=NN(C12)C)C)F)OC[C@H]1N(CCC1)C)N1CC2(CN(C2C)C(C=C)=O)CC1 1-(6-(6-chloro-7-(1,6-dimethyl-1H-indazol-7-yl)-8-fluoro-2-(((S)-1-methylpyrrolidin-2-yl)methoxy)quinazolin-4-yl)-1-methyl-2,6-diazaspiro[3.4]octan-2-yl)prop-2-en-1-one